OC1CCC(CC1)C(=O)NCCCC(CCCC(CCCCC(CCCC(CCC)C)C)C)C 1-[(E)-4-hydroxycyclohexanamido](2E,4E,6E,8E,10E,12E,14E,16z,18E)-4,8,13,17-tetramethyleicosane